OCCS(=O)(=O)NC1=CC(=C(C(=O)NC2=NC(=CC=C2)N2CCOCC2)C=C1)N1CCC2(CC2)CC1 4-((2-Hydroxyethyl)sulfonamido)-N-(6-morpholinopyridin-2-yl)-2-(6-azaspiro[2.5]octan-6-yl)benzamide